C(C=C)OC(=O)C=1C(=CC=CC1)C=1C(=CC=CC1)C(=O)OCC=C 1,1'-biphenyl-2,2'-dicarboxylic acid diallyl ester